Piperidin-4-one trifluoroacetate salt FC(C(=O)O)(F)F.N1CCC(CC1)=O